O1C=NC2=C1C=CC(=C2)OC2CN(C2)C(=O)OC(C)(C)C tert-butyl 3-(benzo[d]oxazol-5-yloxy)azetidine-1-carboxylate